3-(tert-Butyl)aminobutane-2-sulfonic acid C(C)(C)(C)NC(C(C)S(=O)(=O)O)C